N-[2-[(3R)-3-amino-1-piperidyl]ethyl]-6-[5-(6-methyl-2-pyridyl)-1H-imidazol-4-yl]quinolin-3-amine N[C@H]1CN(CCC1)CCNC=1C=NC2=CC=C(C=C2C1)C=1N=CNC1C1=NC(=CC=C1)C